3-[5-(4-chlorophenyl)-2-fluoro-phenyl]-3-hydroxy-propionyl-hydrazine ClC1=CC=C(C=C1)C=1C=CC(=C(C1)C(CC(=O)NN)O)F